N1=CC(=CC=C1)C(=O)O Pyridine-3-Carboxylic acid